[Ce].[Ir] iridium-cerium